N,N-didecyl-N-ethyl-N-Methylammonium Sulfate S(=O)(=O)([O-])[O-].C(CCCCCCCCC)[N+](C)(CC)CCCCCCCCCC.C(CCCCCCCCC)[N+](CCCCCCCCCC)(CC)C